FC1=NC=CC=C1C1=C2N=C(N(C2=NC=N1)C1OCCCC1)C 6-(2-fluoropyridin-3-yl)-8-methyl-9-(tetrahydro-2H-pyran-2-yl)-9H-purine